1-(4-(2-(4-bromophenyl)propan-2-yl)thiazol-2-yl)-3-(3-(piperazin-1-yl)propyl)urea BrC1=CC=C(C=C1)C(C)(C)C=1N=C(SC1)NC(=O)NCCCN1CCNCC1